3-hydroxy-4-hydroxy-phenyl methacrylate C(C(=C)C)(=O)OC1=CC(=C(C=C1)O)O